NC1=C(C(=O)NC23CCC(CC2)(CC3)O)C=C(C=N1)C1=CC=C(C=C1)C13CN(CC3C1)C1CCOCC1 2-amino-N-(4-hydroxybicyclo-[2.2.2]octan-1-yl)-5-(4-(3-(tetrahydro-2H-pyran-4-yl)-3-azabicyclo-[3.1.0]hexan-1-yl)phenyl)nicotinamide